5,7-dihydrofuro[3,4-b]pyridin-1-ium-3-carboxylate [NH+]1=C2C(=CC(=C1)C(=O)[O-])COC2